2-benzyl-7-(benzyloxy)-1,2,3,4-tetrahydrobenzofuran C(C1=CC=CC=C1)C1OC=2C(C1)CC=CC2OCC2=CC=CC=C2